vinyl-pyridinone C(=C)C=1C(NC=CC1)=O